N1CCC(CC1)CC1=NOC=C1 3-(4-piperidinylmethyl)isoxazole